6,15-bis(trifluoromethyl)-13,19-dioxa-3,4,18-triazatricyclo[12.3.1.12,5]nonadeca-1(18),2,4,14,16-pentaen-6-ol FC(C1(C2=NN=C(C=3C=CC(=C(OCCCCCC1)N3)C(F)(F)F)O2)O)(F)F